(±)-trans-3-((6-(5-((((benzyloxy)carbonyl)amino)methyl)-1-methyl-1H-1,2,3-triazol-4-yl)-2-methyl-pyridin-3-yl)oxy)cyclopentanecarboxylic acid C(C1=CC=CC=C1)OC(=O)NCC1=C(N=NN1C)C1=CC=C(C(=N1)C)O[C@@H]1C[C@H](CC1)C(=O)O |r|